(7-bromo-3-cyclopropyl-2-methyl-5-nitroindazol-6-yl)(2-chloro-5-fluorophenyl)methanone BrC1=C(C(=CC2=C(N(N=C12)C)C1CC1)[N+](=O)[O-])C(=O)C1=C(C=CC(=C1)F)Cl